C1(CC1)NC(=O)C=1N=NC(=CC1)N1C(C2=C(CC1)NC=N2)C2=NN1C(C(=CC=C1)F)=C2 N-cyclopropyl-6-[4-(4-fluoropyrazolo[1,5-a]pyridin-2-yl)-1,4,6,7-tetrahydroimidazo[4,5-c]pyridin-5-yl]pyridazine-3-carboxamide